C12C(C3CC(CC(C1)C3)C2)NC(CN2C(C(=CC=C2)NC([C@H](CC\C=C\S(=O)(=O)C)NC(=O)C=2OC3=C(C2C)C=CC=C3)=O)=O)=O (S,E)-N-(1-(1-(2-(2-adamantylamino)-2-oxoethyl)-2-oxo-1,2-dihydropyridin-3-ylamino)-6-(methylsulfonyl)-1-oxohex-5-en-2-yl)-3-methylbenzofuran-2-carboxamide